BrCC(C(CCCC#N)C1=CC(=CC=C1)I)=O 7-bromo-5-(3-iodophenyl)-6-oxoheptanenitrile